tert-butyl (1R,2R,3S)-2-((2-(benzyloxy)-2-oxoethoxy)methyl)-3-methylcyclopropane-1-carboxylate C(C1=CC=CC=C1)OC(COC[C@H]1[C@@H]([C@H]1C)C(=O)OC(C)(C)C)=O